3-(1-oxo-5-(((1R,2S)-2-(pyrrolidin-1-yl)cyclopentyl)oxy)isoindolin-2-yl)piperidine-2,6-dione O=C1N(CC2=CC(=CC=C12)O[C@H]1[C@H](CCC1)N1CCCC1)C1C(NC(CC1)=O)=O